C(C)(C)(C)[P@](C1=NC2=CC=CC=C2N=C1[P@](C)C(C)(C)C)C 2,3-Bis((R)-tert-butyl(methyl)phosphino)quinoxaline